(R)-tert-butyl 2-(3-(N-(tert-butoxycarbonyl)-N-methylaminosulfonyl)-5-(2-methylpyrrolidin-1-yl) phenyl)-7-iodo-5H-pyrrolo[2,3-b]pyrazine-5-carboxylate C(C)(C)(C)OC(=O)N(S(=O)(=O)C=1C=C(C=C(C1)N1[C@@H](CCC1)C)C=1N=C2C(=NC1)N(C=C2I)C(=O)OC(C)(C)C)C